1-(2-(2-(4-bromobenzyl)-4,6-dimethylphenoxy)ethyl)-4-methylpiperazine BrC1=CC=C(CC2=C(OCCN3CCN(CC3)C)C(=CC(=C2)C)C)C=C1